(R)-5-(5-(2-fluoroethyl)pyridin-3-yl)-N-(1-(4-fluorophenyl)ethyl)pyrazin-2-amine FCCC=1C=C(C=NC1)C=1N=CC(=NC1)N[C@H](C)C1=CC=C(C=C1)F